3-methoxy-N,N-dimethyl-2-((1-oxo-4-(o-tolyl)-1,2-dihydroisoquinolin-7-yl)oxy)propenamide butyl-3-((6-(trifluoromethyl)pyridin-2-yl)carbamoyl)-2-azabicyclo[3.1.0]hexane-2-carboxylate C(CCC)OC(=O)N1C2CC2CC1C(NC1=NC(=CC=C1)C(F)(F)F)=O.COC=C(C(=O)N(C)C)OC1=CC=C2C(=CNC(C2=C1)=O)C1=C(C=CC=C1)C